1-((5S,7S)-7-fluoro-5-phenyl-6,7-dihydro-5H-pyrrolo[1,2-b][1,2,4]triazol-2-yl)-2-(trifluoromethoxy)ethan-1-one 2,2,2-trifluoroethyl-formate FC(COC=O)(F)F.F[C@H]1C[C@H](N2N=C(N=C21)C(COC(F)(F)F)=O)C2=CC=CC=C2